ClC=1C=C(C=CC1)[C@H]1[C@@H](CN(CC1)C(=O)C=1C=2N(C=CC1)C=NC2)NC(=O)C2=CN=CN2 N-((3S,4S)-4-(3-chlorophenyl)-1-(imidazo[1,5-a]pyridine-8-carbonyl)piperidin-3-yl)-1H-imidazole-5-carboxamide